5-benzyl-N-((1aR,2R,8bS)-5,7-difluoro-3-oxo-1,1a,2,3,4,8b-hexahydrobenzo[b]cyclopropa[d]azepin-2-yl)-1,3,4-oxadiazole-2-carboxamide C(C1=CC=CC=C1)C1=NN=C(O1)C(=O)N[C@@H]1[C@H]2[C@@H](C3=C(NC1=O)C(=CC(=C3)F)F)C2